N-(6-amino-5-cyclopropylpyridin-3-yl)-2-((2S,5R)-5-methyl-2-phenyl-4-pivaloylpiperazin-1-yl)-2-oxoacetamide NC1=C(C=C(C=N1)NC(C(=O)N1[C@H](CN([C@@H](C1)C)C(C(C)(C)C)=O)C1=CC=CC=C1)=O)C1CC1